C(C=C)(=O)N1CCN(CC1)C1(CCCC1)C1=CC=C(C=C1)[C@H](C)NC=1N=CC2=C(N1)N(C(C=C2)=O)C(C)C 2-{[(1S)-1-{4-[1-(4-acryloylpiperazin-1-yl)cyclopentyl]phenyl}ethyl]amino}-8-(propan-2-yl)-pyrido[2,3-d]pyrimidin-7(8H)-on